tert-butyl 6-(1-(((R)-1-(3-cyano-2-methylphenyl)ethyl)amino)-4-methylpyrido[3,4-d]pyridazin-7-yl)-2,6-diazabicyclo[3.2.0]heptane-2-carboxylate C(#N)C=1C(=C(C=CC1)[C@@H](C)NC1=C2C(=C(N=N1)C)C=NC(=C2)N2C1CCN(C1C2)C(=O)OC(C)(C)C)C